(R)-N-((S)-8,9-Difluoro-6-oxo-1,4,5,6-tetrahydro-2H-pyrano[3,4-c]isoquinolin-1-yl)-2-hydroxy-N-methyl-2-phenylpropanamide FC=1C(=CC=2C3=C(NC(C2C1)=O)COC[C@H]3N(C([C@@](C)(C3=CC=CC=C3)O)=O)C)F